N1C=NC(=C1)C1=NC(=NC=C1C(F)(F)F)N[C@@H]1[C@@H](CNCC1)C 4-(1H-imidazol-4-yl)-N-((3R,4S)-3-methylpiperidin-4-yl)-5-(trifluoromethyl)pyrimidin-2-amine